N,N-dicarboxymethylglycine C(=O)(O)CN(CC(=O)O)CC(=O)O